tert-butyl (5-(7-fluoro-2,4-dioxo-2H-benzo[d][1,3]oxazin-1(4H)-yl)pentyl)carbamate FC=1C=CC2=C(N(C(OC2=O)=O)CCCCCNC(OC(C)(C)C)=O)C1